(R)-9-bromo-8-fluoro-6-(((2R,7aS)-2-fluorotetrahydro-1H-pyrrolizin-7a(5H)-yl)methoxy)-1,2,3,12,13,13a-hexahydropyrrolo[1',2':5,6][1,5]oxazocino[4,3,2-de]quinazoline BrC1=C(C=C2N1C1=NCN[C@@H]3CCCC(=C13)OC=C2OC[C@]21CCCN1C[C@@H](C2)F)F